6-(2-chloropyridin-4-yl)-3-(1-methyl-1H-indazol-6-yl)-1,4-dihydrothieno[2',3':4,5]cyclopenta[1,2-c]pyrazole ClC1=NC=CC(=C1)C1=CC2=C(CC3=C2NN=C3C3=CC=C2C=NN(C2=C3)C)S1